2-(3-ethynylphenyl)-4-methyl-8-(piperidine-1-sulfonyl)-1H,2H,3H-pyrrolo[3,4-c]quinoline-1,3-dione C(#C)C=1C=C(C=CC1)N1C(C=2C(=NC=3C=CC(=CC3C2C1=O)S(=O)(=O)N1CCCCC1)C)=O